N-(3-cyano-4-fluoro-phenyl)-1,5-dimethyl-4-[2-oxo-2-(prop-2-ynylamino)acetyl]pyrrole-2-carboxamide C(#N)C=1C=C(C=CC1F)NC(=O)C=1N(C(=C(C1)C(C(NCC#C)=O)=O)C)C